1-(4-((4-amino-2-butoxy-5H-pyrrolo[3,2-d]pyrimidin-7-yl)methyl)benzyl)pyrrolidin-3-ol NC=1C2=C(N=C(N1)OCCCC)C(=CN2)CC2=CC=C(CN1CC(CC1)O)C=C2